[4-[[6-(5-chloro-2-fluorophenyl)pyridazin-4-yl]amino]quinolin-7-yl] 4-(2-hydroxyethyl)piperazine-1-carboxylate OCCN1CCN(CC1)C(=O)OC1=CC=C2C(=CC=NC2=C1)NC1=CN=NC(=C1)C1=C(C=CC(=C1)Cl)F